(S)-16-(4-(((2-amino-4-oxo-3,4-dihydropteridin-6-yl)methyl)amino)benzamido)-1-azido-13-oxo-3,6,9-trioxa-12-azaheptadecan-17-oic acid NC1=NC2=NC=C(N=C2C(N1)=O)CNC1=CC=C(C(=O)N[C@@H](CCC(NCCOCCOCCOCCN=[N+]=[N-])=O)C(=O)O)C=C1